C(C(=O)[O-])C.[Al+3].C(C(=O)[O-])C.C(C(=O)[O-])C aluminum isopropanate